FC1=CC=C(C=C1)C=1C=2N(C=C(N1)C#N)C=CN2 8-(4-fluorophenyl)imidazo[1,2-a]pyrazine-6-carbonitrile